2-(2-((7-(3-(aminomethyl)phenyl)benzofuran-5-yl)methoxy)-4-(trifluoromethoxy)phenyl)acetic acid NCC=1C=C(C=CC1)C1=CC(=CC=2C=COC21)COC2=C(C=CC(=C2)OC(F)(F)F)CC(=O)O